N,N-Dioleyl-N,N-dimethylammonium chlorid [Cl-].C(CCCCCCC\C=C/CCCCCCCC)[N+](C)(C)CCCCCCCC\C=C/CCCCCCCC